F[B-](F)(F)F.C(C)(C)(C)P(C(C)(C)C)C(C)(C)C tri-tert-butylphosphine tetrafluoroborate